O1CNCC12CCCCC2 1-oxa-3-aza-spiro[4.5]decan